N1=C(C=CC=C1)C1(CCOC2(C1)CCOCC2)CC#N 2-(4-(pyridin-2-yl)-1,9-dioxaspiro[5.5]undecan-4-yl)acetonitrile